[2-(2,2-dimethoxyethoxy)-8-fluoro-7-[3-(methoxymethoxy)-8-methyl-1-naphthyl]pyrido[4,3-d]pyrimidin-4-yl]-3,8-diazabicyclo[3.2.1]octane-8-carboxylate COC(COC=1N=C(C2=C(N1)C(=C(N=C2)C2=CC(=CC1=CC=CC(=C21)C)OCOC)F)OC(=O)N2C1CNCC2CC1)OC